OC1=C(C=C(C=O)C=C1C)C 4-Hydroxy-3,5-dimethyl-benzaldehyd